sulphopentylether S(=O)(=O)(O)CCCCCOCCCCCS(=O)(=O)O